ClC1=C(C=CC=C1)C1=NN2C(CN(CC2)C(\C=C\CN(C)C)=O)=C1C1=CC=NC=C1 (2E)-1-[2-(2-chlorophenyl)-3-(pyridin-4-yl)-6,7-dihydropyrazolo[1,5-a]pyrazin-5(4H)-yl]-4-(dimethylamino)but-2-en-1-one